4-Hydroxypropiophenone CCC(=O)C1=CC=C(C=C1)O